ClC=1C(=NC=C(C1)F)CN1N=C2N([C@H](C[C@H](C2)C(F)(F)F)C(=O)N2CC(CC2)(F)F)C1=O |r| (5RS,7RS)-2-[(3-Chloro-5-fluoropyridin-2-yl)methyl]-5-[(3,3-difluoropyrrolidin-1-yl)carbonyl]-7-(trifluoromethyl)-5,6,7,8-tetrahydro[1,2,4]triazolo[4,3-a]pyridin-3(2H)-on